NC1=C2N=CN(C2=NC=N1)[C@@H]1O[C@]2(COC1C2O[Si](C)(C)C(C)(C)C)CON(CCCCCCCCCCCCCCCC(=O)OC)CCCCCC methyl 16-[[(4R,6R)-6-(6-aminopurin-9-yl)-7-[tert-butyl(dimethyl)silyl]oxy-2,5-dioxabicyclo[2.2.1]heptan-4-yl]methoxy-hexyl-amino]hexadecanoate